Cl.COC([C@@H](N)C(C)(C)C)=O L-tertiary leucine methyl ester hydrochloride